ClC1=C(C(=CC=C1)Cl)N1C(C2=C(N=C(N=C2)NC=2C=NN(C2)C2CCN(CC2)C)C(=C1)C(=C)C)=O 6-(2,6-dichlorophenyl)-8-isopropenyl-2-[[1-(1-methyl-4-piperidyl)pyrazol-4-yl]amino]pyrido[4,3-d]pyrimidin-5-one